zinc-platinum [Pt].[Zn]